7-(hydroxymethyl)imidazo[1,2-a]pyridine-2-carboxylic acid ethyl ester C(C)OC(=O)C=1N=C2N(C=CC(=C2)CO)C1